(2S,3R,4R,5S)-4-[[3-[2-(difluoromethoxy)-3,4-difluoro-phenyl]-4,5-dimethyl-5-(trifluoromethyl)tetrahydrofuran-2-carbonyl]amino]-5-methyl-pyridine-2-carboxamide FC(OC1=C(C=CC(=C1F)F)[C@@H]1[C@H](O[C@@]([C@@H]1C)(C(F)(F)F)C)C(=O)NC1=CC(=NC=C1C)C(=O)N)F